[3-(6,8-Difluoro-imidazo[1,2-a]pyridin-3-yl)-1-(2,2,2-trifluoroethyl)-1H-pyrazolo[4,3-c]pyridin-6-yl]-1,4-oxazepan FC=1C=C(C=2N(C1)C(=CN2)C2=NN(C1=C2C=NC(=C1)C1OCCCNC1)CC(F)(F)F)F